((acryloyloxy)methyl)phosphonic acid C(C=C)(=O)OCP(O)(O)=O